Cl.FC=1C=C(C=CC1OC)C1=CN=C2N1C=CN=C2NC2=CC(=C(C(=O)N1CCC(CC1)C(=O)NCCNC)C=C2)C 1-(4-((3-(3-fluoro-4-methoxyphenyl)imidazo[1,2-a]pyrazin-8-yl)amino)-2-methylbenzoyl)-N-(2-(methylamino)ethyl)piperidine-4-carboxamide hydrochloride